4-{7-[(1S,3S,4R)-5-methylidene-2-azabicyclo[2.2.2]octane-3-carbonyl]-2,7-diazaspiro[3.5]nonan-2-yl}-2-(2,2,2-trifluoroethyl)thieno[2,3-b]pyridine-5-carbonitrile C=C1[C@@H]2[C@H](N[C@H](C1)CC2)C(=O)N2CCC1(CN(C1)C1=C3C(=NC=C1C#N)SC(=C3)CC(F)(F)F)CC2